(7S)-2-Benzyl-3-(carbamoylmethyl)-7-methyl-3H,6H,7H,8H,9H-imidazo[4,5-f]chinolin C(C1=CC=CC=C1)C=1N(C=2C(=C3CC[C@@H](NC3=CC2)C)N1)CC(N)=O